3-(4-butoxyphenyl)-N-ethyl-N-(3-phenylpropyl)propan-1-amine C(CCC)OC1=CC=C(C=C1)CCCN(CCCC1=CC=CC=C1)CC